N-(3-(3-((1H-indazol-5-yl)amino)-1H-pyrazol-1-yl)phenyl)-1H-imidazole-4-carboxamide N1N=CC2=CC(=CC=C12)NC1=NN(C=C1)C=1C=C(C=CC1)NC(=O)C=1N=CNC1